(E)-N-(4-(1-(4-(4-(7-((2-(2,6-dioxopiperidin-3-yl)-1,3-dioxoisoindolin-4-yl)oxy)heptanoyl)piperazin-1-yl)benzoyl)piperidin-4-yl)butyl)-3-(pyridin-3-yl)acrylamide O=C1NC(CCC1N1C(C2=CC=CC(=C2C1=O)OCCCCCCC(=O)N1CCN(CC1)C1=CC=C(C(=O)N2CCC(CC2)CCCCNC(\C=C\C=2C=NC=CC2)=O)C=C1)=O)=O